(R)-3-(3-nitrophenyl)butyrylhydrazine [N+](=O)([O-])C=1C=C(C=CC1)[C@@H](CC(=O)NN)C